CN1N=NC(=C1NC(O[C@H](C)C=1C(=NC=CC1)Cl)=O)C1=NC=C(C=C1)C(NC1CCOCC1)=O (R)-1-(2-chloro-pyridin-3-yl)-ethyl (1-methyl-4-(5-((tetrahydro-2H-pyran-4-yl)-carbamoyl)-pyridin-2-yl)-1H-1,2,3-triazol-5-yl)carbamate